ClC=1C=CC=C2[C@H](CCOC12)NC(=O)NC1=NN(C=C1)C1=CC=C(C(=O)N)C=C1 4-[3-[[(4S)-8-chlorochroman-4-yl]carbamoylamino]pyrazol-1-yl]benzamide